methyl-3,6-dihydropyridine CC1=NCC=CC1